ClC=1C=C2C(OCCC=3C=C(C=CC3C3=CC=C(C(NS(C(C1O)=C2)(=O)=O)=C3)F)F)=O 14-chloro-5,20-difluoro-15-hydroxy-17,17-dioxo-10-oxa-17λ6-thia-18-azatetracyclo[17.3.1.112,16.02,7]tetracosa-1(22),2(7),3,5,12,14,16(24),19(23),20-nonaen-11-one